ClC=1C=C(NC2=NC=C(C(=N2)N[C@H](CO)C2=CC=CC=C2)C(=O)OCC)C=CC1C(CO)(C)C ethyl 2-[3-chloro-4-(2-hydroxy-1,1-dimethyl-ethyl)anilino]-4-[[(1S)-2-hydroxy-1-phenyl-ethyl]amino]pyrimidine-5-carboxylate